C(C)(=S)OCCCl 2-chloro-ethyl thioacetate